FC1(CC(C1)CO[C@@H]1CN(CCC1)C1CCN(CC1)C=1SC(=CN1)C(=O)NCC1=NC=C(C=C1F)F)F 2-{(3S)-3-[(3,3-difluorocyclobutyl)methoxy][1,4'-bipiperidin]-1'-yl}-N-[(3,5-difluoropyridin-2-yl)methyl]-1,3-thiazole-5-carboxamide